1-(4-{6-[3-(cyclopropyldifluoromethyl)-7-methyl-7H-imidazo[4,5-c]pyridazin-6-yl]-5-(ethylsulfanyl)pyridin-3-yl}phenyl)cyclopropane-1-carbonitrile C1(CC1)C(C1=CC2=C(N=N1)N(C(=N2)C2=C(C=C(C=N2)C2=CC=C(C=C2)C2(CC2)C#N)SCC)C)(F)F